C(C1=C(C=CC(=C1)O)O)C1=C(C=CC(=C1)O)O 2,2'-methylenebis(1,4-benzenediol)